C[C@H]1C(=O)O[C@H]2[C@@]13CC[C@H]4[C@]([C@@H]3CCO2)(CC[C@@]5([C@@]4(CC[C@@]6([C@H]5C[C@](CC6)(C)C(=O)O)C)C)C)C The molecule is a hexacyclic triterpenoid with formula C30H46O5, originally isolated from Tripterygium hypoglaucum. It has a role as a plant metabolite. It is a hexacyclic triterpenoid, a gamma-lactone, a monocarboxylic acid and an organic heterohexacyclic compound.